C(C)(C)N1C(=NC(=C1)C(F)(F)F)C1=CC=C(CC=2NC=CC2C2=C(C=CC=C2)OC)C=C1 (4-(1-isopropyl-4-(trifluoromethyl)-1H-imidazol-2-yl)benzyl)-3-(2-methoxyphenyl)pyrrole